C(C)(C)(C)OC(=O)N1C[C@H](N(CC1)C=1N=C(NC(C1Cl)=O)I)C (3R)-4-(5-chloro-2-iodo-6-oxo-1H-pyrimidin-4-yl)-3-methyl-piperazine-1-carboxylic acid tert-butyl ester